Tert-butyl 4-(4-cyano-2,6-dimethylphenoxy)-2-(methylsulfonyl)-5,8-dihydro-pyrido[3,4-d]pyrimidine-7(6H)-carboxylate C(#N)C1=CC(=C(OC=2C3=C(N=C(N2)S(=O)(=O)C)CN(CC3)C(=O)OC(C)(C)C)C(=C1)C)C